3,6,9,12-tetraoxatetracosan-1-ol C(COCCOCCOCCOCCCCCCCCCCCC)O